(2S,3R,4S,5R,6R)-2-(((R)-(1-Hydroxycyclohexyl)(o-tolyl)methyl)thio)-6-(hydroxymethyl)-4-(4-(3,4,5-trifluorophenyl)-1H-1,2,3-triazol-1-yl)tetrahydro-2H-pyran-3,5-diol OC1(CCCCC1)[C@H](S[C@@H]1O[C@@H]([C@@H]([C@@H]([C@H]1O)N1N=NC(=C1)C1=CC(=C(C(=C1)F)F)F)O)CO)C1=C(C=CC=C1)C